ytterbium(3+) tris(trifluoromethanesulfonate) FC(S(=O)(=O)[O-])(F)F.FC(S(=O)(=O)[O-])(F)F.FC(S(=O)(=O)[O-])(F)F.[Yb+3]